FC1=NC=CC=C1CNC(=O)C1=CC=C(C=C1)C1=CC=C(C=C1)N(C(CC)=O)C N-((2-fluoropyridin-3-yl)methyl)-4'-(N-methylpropanamido)-[1,1'-biphenyl]-4-carboxamide